2-hydroxy-1,3-dioxan OC1OCCCO1